C(C1=CC=CC=C1)OC(NCC1=CC=C(C=C1)NC(=O)OC(C)(C)C)=O.Cl.NC1=CC=C(C=C1)CNC(OCC1=CC=CC=C1)=O benzyl N-[(4-aminophenyl)methyl]carbamate hydrochloride Benzyl-N-[(4-{[(tert-butoxy)carbonyl]amino}phenyl)methyl]carbamate